C1(=CC=CC=C1)C1(C2=CC=CC=C2C=2C=CC=CC12)C1=CC=C(C=C1)C=1C2=C(C(=C(C=3C=CC4=C(C=C(C(C1)=C4C32)NC3=CC=CC=C3)C3CCCCC3)NC3=CC=CC=C3)C3=CC=C(C=C3)C3(C2=CC=CC=C2C=2C=CC=CC32)C3=CC=CC=C3)C3CCCCC3 bis[4-(9-phenyl-9H-fluoren-9-yl)phenyl]-N,N'-diphenyl-3,8-dicyclohexylpyrene-1,6-diamine